2-methylthiophene-3-carboxylic acid CC=1SC=CC1C(=O)O